N-(2,2-difluoroethyl)-6-(2-(((1-fluorocyclohexyl)methyl)amino)-7H-pyrrolo[2,3-d]pyrimidin-5-yl)imidazo[1,2-a]pyridine-3-carboxamide FC(CNC(=O)C1=CN=C2N1C=C(C=C2)C2=CNC=1N=C(N=CC12)NCC1(CCCCC1)F)F